CC(C(C)C)=O IsopentaneOne